3-(PROPYLSULFANYL)PROPANAL C(CC)SCCC=O